CC(C(=O)[O-])(CCC(C)C)CC.[Ag+] silver 2,5-dimethyl-2-ethylhexanoate